COC1=CC=C(C=C1)CN1C=2C=NN(C2CCCNC([C@H]2N(C[C@@H](N(C3=CC=CC1=N3)C(=O)OC(C)(C)C)C2)C(=O)OC(C)(C)C)=O)C ditert-butyl (3S,6S)-17-[(4-methoxyphenyl)methyl]-13-methyl-7-oxo-2,5,8,13,14,17,22-heptazatetracyclo[16.3.1.13,6.012,16]tricosa-1(21),12(16),14,18(22),19-pentaene-2,5-dicarboxylate